1-nonadecanoyl-2-(9Z-pentadecenoyl)-glycero-3-phosphocholine CCCCCCCCCCCCCCCCCCC(=O)OC[C@H](COP(=O)([O-])OCC[N+](C)(C)C)OC(=O)CCCCCCC/C=C\CCCCC